3-(5-(((1S,2R)-2-(3-(4-(1H-pyrazol-1-yl)phenyl)azetidin-1-yl)cyclohexyl)oxy)-1-oxoisoindolin-2-yl)piperidine-2,6-dione N1(N=CC=C1)C1=CC=C(C=C1)C1CN(C1)[C@H]1[C@H](CCCC1)OC=1C=C2CN(C(C2=CC1)=O)C1C(NC(CC1)=O)=O